2,6-dichloro-4-phenylmethyl-phenylbutyrate ClC1=C(C(=CC(=C1)CC1=CC=CC=C1)Cl)OC(CCC)=O